ClC1=CC=C(C=C1)N1C(NC(C=C1)=O)=O (4-chlorophenyl)pyrimidine-2,4(1H,3H)-dione